2-(((tert-butoxycarbonyl)amino)methyl)-6-(1-(methoxycarbonyl)piperidin-3-yl)-1H-benzo[d]imidazol-1-ium formate C(=O)[O-].C(C)(C)(C)OC(=O)NCC1=NC2=C([NH2+]1)C=C(C=C2)C2CN(CCC2)C(=O)OC